2,4-dioxo-3-aza-spiro[5.5]undecane-1,5-dinitrile ammonium salt [NH4+].O=C1C(C2(C(C(N1)=O)C#N)CCCCC2)C#N